(S)-2'-(isopropylcarbamoyl)-[1,1'-binaphthyl]-2-carboxylic acid C(C)(C)NC(=O)C1=C(C2=CC=CC=C2C=C1)C=1C(=CC=C2C=CC=CC12)C(=O)O